3-(4-((4-Aminobutyl)(propyl)amino)-1-oxoisoindolin-2-yl)piperidine-2,6-dione hydrochloride Cl.NCCCCN(C1=C2CN(C(C2=CC=C1)=O)C1C(NC(CC1)=O)=O)CCC